2,3,6-trifluorophenylboric acid FC1=C(C(=CC=C1F)F)OB(O)O